3-[(1,3-dioxoisoindolin-2-yl)methyl]-4-methyl-5-oxo-piperidine-1-carboxylic acid benzyl ester C(C1=CC=CC=C1)OC(=O)N1CC(C(C(C1)=O)C)CN1C(C2=CC=CC=C2C1=O)=O